2-[2-(3,5-dichloro-1-methyl-indazol-4-yl)acetyl]-1-methyl-3,4,4a,5,6,7,8,8a-octahydro-1H-isoquinoline-5-carbaldehyde ClC1=NN(C2=CC=C(C(=C12)CC(=O)N1C(C2CCCC(C2CC1)C=O)C)Cl)C